octafluoro-3,6-dioxaoctane-1,8-diol FC(C(OC(C(O)(F)F)(F)F)(F)F)(OCCO)F